Ethyl 6-acetyl-2-(ethylsulfonyl)-4,5,6,7-tetrahydrothieno[2,3-c]pyridine-7-carboxylate C(C)(=O)N1C(C2=C(CC1)C=C(S2)S(=O)(=O)CC)C(=O)OCC